OC1=C(OC2=C(C(=C(C(=C2C1=O)OC)OC)OC)OC)C1=CC=C(C=C1)OC hydroxy-5,6,7,8,4'-pentamethoxyflavone